C(C)OC(=O)C1=CC=2C3(C4=CC=C(C=C4OC2C=C1)N(CC)CC)OC(C1=CC=CC=C13)=O 6'-(diethylamino)-3-oxo-spiro[isobenzofuran-1(3H),9'-[9H]xanthene]-2'-carboxylic acid ethyl ester